2-(3-{(1R)-1-[(1-methylpyrazol-4-yl)carbonylamino]indan-5-yl}-1,2,4-oxadiazol-5-yl)ethyl acetate C(C)(=O)OCCC1=NC(=NO1)C=1C=C2CC[C@H](C2=CC1)NC(=O)C=1C=NN(C1)C